FC1(CC(C1)C1=C(C=C(C=C1)[C@@H](NC(=O)[C@H]1N(C[C@@H](C1)F)C(CN1C(NC(C(=C1)C)=O)=O)=O)C1=CC=CC=C1)F)F (2S,4R)-N-[(S)-[4-(3,3-difluorocyclobutyl)-3-fluorophenyl](phenyl)methyl]-4-fluoro-1-[2-(5-methyl-2,4-dioxo-1,2,3,4-tetrahydropyrimidin-1-yl)acetyl]pyrrolidine-2-carboxamide